FC1(CCC(CC1)C1=C(N=C(N1C(=O)N)OC1=CC=C(C=C1)N1CCOCC1)C)F (4,4-Difluorocyclohexyl)-4-methyl-2-(4-morpholinophenoxy)-1H-imidazole-1-carboxamide